COC(C(=O)N1CC(OCC1C=1C=CC2=C(N=CS2)C1)CC)=O 2-(5-(Benzo[d]thiazol-5-yl)-2-ethylmorpholinyl)-2-oxoacetic acid methyl ester